2-(1,4-diazabicyclo[3.2.2]nonan-4-yl)-N-[(4,5-difluoro-1H-benzimidazol-2-yl)methyl]-8-(trifluoromethyl)pyrazolo[1,5-a][1,3,5]triazin-4-amine N12CCN(C(CC1)CC2)C2=NC=1N(C(=N2)NCC2=NC3=C(N2)C=CC(=C3F)F)N=CC1C(F)(F)F